2-bromo-6-chloro-4-methylbenzaldehyde BrC1=C(C=O)C(=CC(=C1)C)Cl